(2S,4S)-4-methyl-2-ethyl-piperidine C[C@@H]1C[C@@H](NCC1)CC